5-((2-((3r,4r)-3-amino-4-fluoro-1-piperidinyl)-4,6-difluoro-1H-benzoimidazol-1-yl)methyl)-2-pyrazinecarbonitrile N[C@@H]1CN(CC[C@H]1F)C1=NC2=C(N1CC=1N=CC(=NC1)C#N)C=C(C=C2F)F